2-iodo-5-nitro-N-[5-(propan-2-yl)pyrimidin-2-yl]benzamide IC1=C(C(=O)NC2=NC=C(C=N2)C(C)C)C=C(C=C1)[N+](=O)[O-]